C(=O)(OC(C)(C)C)[C@@H]1C(=O)OCC1N (S)-Boc-3-amino-gamma-butyrolactone